C1(=CC=CC=C1)N(C(CC1(CCN(CC1)C(=O)N1CCC2=CC=C(C=C12)C)C(=O)O)=O)C1=CC=CC=C1 4-(2-(diphenylamino)-2-oxoethyl)-1-(6-methylindoline-1-carbonyl)piperidine-4-carboxylic acid